3-(5-(difluoromethyl)-1,3,4-thiadiazol-2-yl)-N-(1-methylcyclopropyl)-8-(2-oxa-7-azaspiro[3.5]nonan-7-yl)imidazo[1,5-a]pyridine-6-sulfonamide FC(C1=NN=C(S1)C1=NC=C2N1C=C(C=C2N2CCC1(COC1)CC2)S(=O)(=O)NC2(CC2)C)F